FC(C(=O)O)(F)F.FC(C(=O)O)(F)F.NC1=C(C2=C(S1)C(=CC=C2C2=C1C=NN3C1=C(C=C2F)C(N2C(C3)CNCC2)=O)F)C#N 2-Amino-7-fluoro-4-(4-fluoro-6-oxo-8,9,10,11,11a,12-hexahydro-6H-pyrazino[2',1':3,4][1,4]diazepino[6,7,1-hi]indazol-3-yl)benzo[b]thiophene-3-carbonitrile bis(2,2,2-trifluoroacetate)